C(O)C=1C(=C(C(=C(O)C1)CO)CO)C(C)(C)C1=CC=C(C=C1)O trimethylolbisphenol A